2-(N,N-dimethylamino)-biphenyl CN(C)C1=C(C=CC=C1)C1=CC=CC=C1